1-amino-5-(2-boronoethyl)-2-(2-(pyrrolidin-1-yl)ethyl)cyclohexane-1-carboxylic acid NC1(C(CCC(C1)CCB(O)O)CCN1CCCC1)C(=O)O